COC(C(C)C=1C=C2CCCN(C2=CC1)C(=O)OC(C)(C)C)=O tert-butyl 6-(1-methoxy-1-oxopropan-2-yl)-3,4-dihydroquinoline-1(2H)-carboxylate